(2S,3S)-3-amino-3-phenylpropan-1,2-diol N[C@H]([C@@H](CO)O)C1=CC=CC=C1